tert-Butyl 5-[3-[(2R,5S)-1-benzyloxycarbonyl-5-methyl-2-piperidyl]phenyl]-3,6-dihydro-2H-pyridine-1-carboxylate C(C1=CC=CC=C1)OC(=O)N1[C@H](CC[C@@H](C1)C)C=1C=C(C=CC1)C1=CCCN(C1)C(=O)OC(C)(C)C